2,2-bis(bromomethyl)1,3-propanediol BrCC(CO)(CO)CBr